(ethyl(methyl)amino)-4-((4-(5-(trifluoromethyl)-1,2,4-oxadiazol-3-yl)phenyl)amino)cyclobut-3-ene-1,2-dione C(C)N(C)C=1C(C(C1NC1=CC=C(C=C1)C1=NOC(=N1)C(F)(F)F)=O)=O